7-fluoro-3-methyl-3H-benzimidazole-5-carboxylic acid (2-hydroxyethoxy)-amide OCCONC(=O)C1=CC2=C(N=CN2C)C(=C1)F